N1=CN=CC2=CC=CC(=C12)C(=O)[O-] quinazolin-8-carboxylate